6-chloro-7-(2-hydroxyethoxy)-1-methyl-4-(6-(prop-1-yn-1-yl)-2,3-dihydrobenzo[e][1,4]oxazepine-1(5H)-yl)quinazolin-2(1H)-one ClC=1C=C2C(=NC(N(C2=CC1OCCO)C)=O)N1CCOCC2=C1C=CC=C2C#CC